tert-butyl (2R,5S)-5-methyl-2-(2-morpholino-1,3-benzothiazol-5-yl)piperidine-1-carboxylate C[C@H]1CC[C@@H](N(C1)C(=O)OC(C)(C)C)C=1C=CC2=C(N=C(S2)N2CCOCC2)C1